5-fluoro-1-(2R,5S)-[2-(hydroxymethyl)-1,3-oxathiolan-5-yl]cytosine FC=1C(=NC(N(C1)[C@@H]1CS[C@@H](O1)CO)=O)N